ClC1=CC=C2C(=C(NC2=C1Cl)C1=NN=C(N1)C(COC)F)C=1C=NNC1 6,7-dichloro-2-(5-(1-fluoro-2-methoxyethyl)-4H-1,2,4-triazol-3-yl)-3-(1H-pyrazol-4-yl)-1H-indole